ICCCCCC(OCCCCCCCCCC)OCCCCCCCCCC 6-iodo-1,1-didecyloxy-hexane